trimethylolpropan tert-Butyl-(3S,4S)-4-(4-bromophenyl)-3-hydroxy-piperidine-1-carboxylate C(C)(C)(C)OC(=O)N1C[C@H]([C@@H](CC1)C1=CC=C(C=C1)Br)O.C(O)C(CC)(CO)CO